5-{2-[(3,4-Dichlorophenyl)amino]pyridin-4-yl}-1H-indazol-3-amine ClC=1C=C(C=CC1Cl)NC1=NC=CC(=C1)C=1C=C2C(=NNC2=CC1)N